C(C)OC(CCC=1C=CC(=NC1OC)C(=O)O)=O 5-(3-Ethoxy-3-oxopropyl)-6-methoxypyridine-2-carboxylic acid